1-(Iodopropen-2-Yl)-4-[(4-Cyanophenoxy)Methyl]Piperidine ICC(=C)N1CCC(CC1)COC1=CC=C(C=C1)C#N